benzene-1,3,5-tricarbonyltrichloride C1(=CC(=CC(=C1)C(=O)Cl)C(=O)Cl)C(=O)Cl